N-((1R)-1-(1-((1R,4R,5s)-2-azabicyclo[2.1.1]hexane-5-yl)-8-(2-cyanoethyl)-7-(2,3-dichlorophenyl)-6-fluoro-4-methyl-1H-pyrrolo[3,2-c]quinolin-2-yl)ethyl)-N-methylcyclopropanecarboxamide [C@H]12NC[C@H]([C@@H]1N1C(=CC=3C(=NC=4C(=C(C(=CC4C31)CCC#N)C3=C(C(=CC=C3)Cl)Cl)F)C)[C@@H](C)N(C(=O)C3CC3)C)C2